tert-butyl-4-[[4-[[[2-(2,6-dioxo-3-piperidyl)-1,3-dioxo-isoindolin-4-yl]amino]methyl]phenyl]methyl]piperazine C(C)(C)(C)N1CCN(CC1)CC1=CC=C(C=C1)CNC1=C2C(N(C(C2=CC=C1)=O)C1C(NC(CC1)=O)=O)=O